N-(1-{2-[(1E)-2-(hydroxy-carbamoyl)eth-1-en-1-yl]phenyl}pyrrolidin-3-yl)benzamide ONC(=O)/C=C/C1=C(C=CC=C1)N1CC(CC1)NC(C1=CC=CC=C1)=O